acrylic acid Azolylethyl ester N1C(=CC=C1)CCOC(C=C)=O